FC=1C=CN2C1C(NC1=C(C(=CC=C21)CN2CCC(=CC2)C=2C(=NC(=CC2)C(=O)NC2CC(C2)(F)F)F)F)=O 1'-((3,6-difluoro-4-oxo-4,5-dihydropyrrolo[1,2-a]quinoxalin-7-yl)methyl)-N-(3,3-difluorocyclobutyl)-2-fluoro-1',2',3',6'-tetrahydro-[3,4'-bipyridine]-6-carboxamide